C(C)(C)OC(=O)N1CCN(CC1)C1=NC=2N(C=C1)N=CC2C2=CC=C(C=C2)C(=O)OC 4-(3-(4-(methoxycarbonyl)phenyl)pyrazolo[1,5-a]pyrimidin-5-yl)piperazine-1-carboxylic acid isopropyl ester